FC(C(=O)N1CCNCC2=C1SC=C2)(F)F 2,2,2-trifluoro-1-(2,3,4,5-tetrahydro-1H-thieno[2,3-e][1,4]diazepin-1-yl)ethan-1-one